sulfomethyl ether S(=O)(=O)(O)COCS(=O)(=O)O